2-((7-(2-carboxyethyl)-4,10-bis(carboxymethyl)-1,4,7,10-tetraazacyclododecane-1-yl)methyl)pyridine 1-oxide C(=O)(O)CCN1CCN(CCN(CCN(CC1)CC(=O)O)CC1=[N+](C=CC=C1)[O-])CC(=O)O